5-(1H-imidazol-1-yl)-2-(6-(((1S,3R,5R)-1-methyl-8-azabicyclo[3.2.1]octan-3-yl)thio)-1,2,4-triazin-3-yl)phenol N1(C=NC=C1)C=1C=CC(=C(C1)O)C=1N=NC(=CN1)S[C@H]1C[C@@]2(CC[C@H](C1)N2)C